ClC1=CC=C2C=C(N=NC2=C1)C1=C(C=C(C=C1C)C(F)(F)F)OC 7-chloro-3-(2-methoxy-6-methyl-4-(trifluoromethyl)phenyl)cinnoline